aluminum(I) oxide [O-2].[Al+].[Al+]